[(1Z)-2-[2,4-bis(trifluoromethyl)phenyl]-6,7-difluoro-1,2,3,4-tetrahydro-1-naphthylidene]hydroxylamine FC(C1=C(C=CC(=C1)C(F)(F)F)C1/C(/C2=CC(=C(C=C2CC1)F)F)=N/O)(F)F